ClC=1C(=C(C=CC1F)[C@H](NC(=O)N1[C@@H](C(NCC1)=O)C)[C@@H]1C[C@@H](C1)OC(F)F)F (2R)-N-((R)-(3-chloro-2,4-difluorophenyl)(cis-3-(difluoromethoxy)cyclobutyl)-methyl)-2-methyl-3-oxopiperazine-1-carboxamide